N-((1-benzyl-1H-1,2,3-triazol-4-yl)methyl)-5-(trifluoromethyl)nicotinamide C(C1=CC=CC=C1)N1N=NC(=C1)CNC(C1=CN=CC(=C1)C(F)(F)F)=O